8-amino-6-bromo-3,4-dihydroisoquinolin-1(2H)-one NC=1C=C(C=C2CCNC(C12)=O)Br